[C@H]12CN(C[C@H](CC1)N2)C2=C(C(=NC1=CC(=CC=C21)C2=CC(=CC1=CC=C(C(=C21)CC)F)O)OC[C@]21CCCN1C[C@@H](C2)F)C#N 4-((1R,5S)-3,8-diazabicyclo[3.2.1]octan-3-yl)-7-(8-ethyl-7-fluoro-3-hydroxynaphthalen-1-yl)-2-(((2R,7aS)-2-fluorotetrahydro-1H-pyrrolizin-7a(5H)-yl)methoxy)quinoline-3-carbonitrile